(4-{[(2-azidoethyl)oxy]methyl}cyclohexyl)methanone N(=[N+]=[N-])CCOCC1CCC(CC1)C=O